4-(5-chloro-2-formylphenyl)-1,4-diazepan-1-carboxylic acid tert-butyl ester C(C)(C)(C)OC(=O)N1CCN(CCC1)C1=C(C=CC(=C1)Cl)C=O